ClC=1C=C(C=CC1F)NC1=NC=NC2=CC(=C(C=C12)OCCCN1CCC(CC1)CN1CCC(CC1)C=1C=C2C(N(C(C2=CC1)=O)C1C(NC(CC1)=O)=O)=O)OC 5-(1-((1-(3-((4-((3-chloro-4-fluorophenyl)amino)-7-methoxyquinazolin-6-yl)oxy)propyl)piperidin-4-yl)methyl)piperidin-4-yl)-2-(2,6-dioxopiperidin-3-yl)isoindoline-1,3-dione